ClC=1C=C2C(C(=CN(C2=CC1N1[C@H](CC(C1)(C)C)COC1=NC=CC=C1Cl)C=1C=NC(=CC1)N1CC(C1)N(C)C)C(=O)O)=O 6-chloro-7-[(2R)-2-[[(3-chloropyridin-2-yl)oxy]methyl]-4,4-dimethylpyrrolidin-1-yl]-1-[6-[3-(dimethylamino)azetidin-1-yl]pyridin-3-yl]-4-oxoquinoline-3-carboxylic acid